S1C=CC=2CN(CCC21)C2=NC(=NC=C2)NC2=C(C=CC(=C2)[N+](=O)[O-])OC 4-(6,7-Dihydrothieno[3,2-C]pyridin-5(4H)-yl)-N-(2-methoxy-5-nitrophenyl)pyrimidin-2-amine